tert-butyl 4-(7-{[(benzyloxy)carbonyl]amino}-4-bromo-1-(2-ethoxy-2-oxoethyl)indazol-3-yl)piperidine-1-carboxylate C(C1=CC=CC=C1)OC(=O)NC=1C=CC(=C2C(=NN(C12)CC(=O)OCC)C1CCN(CC1)C(=O)OC(C)(C)C)Br